NC=1C=CC(=NC1)N(CC1=C(C=C(C=C1)OC)OC)CC1CC2(CC(C2)C(=O)OC)C1 methyl 6-(((5-aminopyridin-2-yl)(2,4-dimethoxybenzyl)amino)methyl)spiro[3.3]heptane-2-carboxylate